4-((5-((2-aminopyridin-3-yl)ethynyl)-2,6-naphthyridin-3-yl)amino)-N-(4-morpholinopyrimidin-2-yl)benzenesulfonamide NC1=NC=CC=C1C#CC1=C2C=C(N=CC2=CC=N1)NC1=CC=C(C=C1)S(=O)(=O)NC1=NC=CC(=N1)N1CCOCC1